CN1N=C(C2=CC=CC=C12)C(C)=O 1-(1-methyl-1H-indazol-3-yl)ethanone